N1=CN=CC(=C1)C(C)=O 1-Pyrimidin-5-yl-ethanone